(S)-(6-cyclopropylpyrazolo[1,5-a]pyridin-3-yl)(4-(4-(difluoromethyl)pyrazolo[1,5-a]pyridin-2-yl)-6,7-dihydro-1H-imidazo[4,5-c]pyridin-5(4H)-yl)methanone C1(CC1)C=1C=CC=2N(C1)N=CC2C(=O)N2[C@@H](C1=C(CC2)NC=N1)C1=NN2C(C(=CC=C2)C(F)F)=C1